ClC=1C(=C(C(=O)N2CC=3C=C(C=NC3CC2)N(C(\C=C\C)=O)C)C(=CC1OC)O)C (E)-N-(6-(3-Chloro-6-hydroxy-4-methoxy-2-methylbenzoyl)-5,6,7,8-tetrahydro-1,6-naphthyridin-3-yl)-N-methylbut-2-enamide